COC(=O)C1=CC2=C(C3=C(N=C(N=C3N(CCCN3CCCCC3)C)CC3=CC=CC=C3)N2)N=C1 2-benzyl-4-(methyl-(3-(piperidin-1-yl)propyl)amino)-9H-pyrido[2',3':4,5]pyrrolo[2,3-d]pyrimidine-7-carboxylic acid methyl ester